C1=CC=CC=2C3=CC=CC=C3N(C12)C=1C=C(C#N)C=CC1C=1C=C2C(C=3C=C(C=CC3N3C2=C(C1)C(C=1C=C(C=CC13)C(C)(C)C)=O)C(C)(C)C)=O 3-(9H-carbazole-9-yl)-4-(3,11-di-tert-butyl-5,9-dioxo-5,9-dihydro-quino[3,2,1-de]acridine-7-yl)benzonitrile